C(C=C)N1CCN(CC1)C1=C(C=NC(=C1)F)NC(=O)C1=NC(=NC=C1)N[C@@H](C)C(CC=C)O N-(4-(4-allylpiperazin-1-yl)-6-fluoropyridin-3-yl)-2-(((2S)-3-hydroxyhex-5-en-2-yl)amino)pyrimidine-4-carboxamide